(3-(4-chloro-3-cyclopropyl-1H-pyrrolo[2,3-b]pyridin-5-yl)phenyl)-1,3,7-triazaspiro[4.4]nonane-2,4-dione ClC1=C2C(=NC=C1C=1C=C(C=CC1)N1C(NC(C13CNCC3)=O)=O)NC=C2C2CC2